FC1=C(C2=C(OCCO2)C=C1)NC1=NC=2N(C(=C1)NC)N=CC2NC(=O)NCC#C 1-(5-((6-fluoro-2,3-dihydrobenzo[b][1,4]dioxin-5-yl)amino)-7-(methylamino)pyrazolo[1,5-a]pyrimidin-3-yl)-3-(prop-2-yn-1-yl)urea